[N+](=O)([O-])CCC(=O)[O-] β-nitropropionate